N(=[N+]=[N-])C1CN(CC1O)C(=O)[O-] 3-azido-4-hydroxypyrrolidine-1-carboxylate